(3,7-Dichloroquinolin-8-yl)-6-ethylpyridin-2-amine ClC=1C=NC2=C(C(=CC=C2C1)Cl)C=1C(=NC(=CC1)CC)N